6-isopropoxy-2-((1r,3r)-3-methoxycyclobutyl)-2H-indazole-5-carboxylic acid C(C)(C)OC=1C(=CC2=CN(N=C2C1)C1CC(C1)OC)C(=O)O